(1S,2S)-2-((4-(4-(6-methoxy-2-phenyl-1,2,3,4-tetrahydronaphthalen-1-yl)phenyl)piperazin-1-yl)methyl)cyclohexane-1-carbaldehyde COC=1C=C2CCC(C(C2=CC1)C1=CC=C(C=C1)N1CCN(CC1)C[C@@H]1[C@H](CCCC1)C=O)C1=CC=CC=C1